C(C)(C)(C)OC(=O)N[C@H](C(=O)O)CCN(CCCCC1=NC=2NCCCC2C=C1)CCN1C(CCC1)=O (S)-2-((tert-butoxycarbonyl)amino)-4-((2-(2-oxopyrrolidin-1-yl)ethyl)(4-(5,6,7,8-tetrahydro-1,8-naphthyridin-2-yl)butyl)amino)butanoic acid